(S)-Allyl 1-(2-chloro-5-((1-methoxy-1-oxobutan-2-yl)oxy)benzyl)-2,3-dimethyl-1H-indole-5-carboxylate ClC1=C(CN2C(=C(C3=CC(=CC=C23)C(=O)OCC=C)C)C)C=C(C=C1)O[C@H](C(=O)OC)CC